tert-butyl 4-(5-((3-((5-((2-cyclohexylethyl)carbamoyl)-2-methylpyridin-3-yl)amino)-1-methyl-1H-pyrazolo[3,4-d]pyrimidin-6-yl)amino)pyridin-2-yl)piperazine-1-carboxylate C1(CCCCC1)CCNC(=O)C=1C=C(C(=NC1)C)NC1=NN(C2=NC(=NC=C21)NC=2C=CC(=NC2)N2CCN(CC2)C(=O)OC(C)(C)C)C